4-fluoro-1-(pent-4-en-1-yl)piperidine FC1CCN(CC1)CCCC=C